2-(4-Hydroxybenzamido)acetic acid OC1=CC=C(C(=O)NCC(=O)O)C=C1